O1C(=NN=C1)CNC(=O)C=1C(=C(C(=CC1CCCCC)O)C1CCCC(=C1)C)O N-((1,3,4-oxadiazol-2-yl)methyl)-2,6-dihydroxy-5'-methyl-4-pentyl-1',2',3',4'-tetrahydro-[1,1'-biphenyl]-3-carboxamide